C(OCC(C(F)(F)F)(F)F)(OCC#C)=O 2,2,3,3,3-Pentafluoropropyl propargyl carbonate